2-(4-(Dimethylamino)but-2-enoyl)-6-oxo-5-oxa-2,7-diazaspiro[3.4]octan CN(CC=CC(=O)N1CC2(C1)OC(NC2)=O)C